S1C2=C(C=C1C1=CC(=NC(=N1)C1=CC=CC=C1)C=1C=C(C=CC1)C1=CC(=CC=C1)C1=NC(=NC(=N1)C1=CC=CC=C1)C1=CC=CC=C1)C=CC=C2 2-(3'-(6-(benzo[b]thiophen-2-yl)-2-phenylpyrimidin-4-yl)-[1,1'-biphenyl]-3-yl)-4,6-diphenyl-1,3,5-triazine